BrC=1C=C2C=3CCCCC3N(C2=CC1)CCNC(OC(C)(C)C)=O tert-Butyl (2-(6-bromo-3,4-dihydro-1H-carbazol-9(2H)-yl)ethyl)carbamate